methyl 4-(4-((tert-butoxycarbonyl)(ethyl)amino)piperidin-1-yl)-6-fluoro-1H-indazole-7-carboxylate C(C)(C)(C)OC(=O)N(C1CCN(CC1)C1=C2C=NNC2=C(C(=C1)F)C(=O)OC)CC